bistrifluoroethyl methyl phosphate P(=O)(OCC(F)(F)F)(OCC(F)(F)F)OC